naphthalene-2,5,7-tricarboxylic acid C1=C(C=CC=2C(=CC(=CC12)C(=O)O)C(=O)O)C(=O)O